N1(N=NC2=C1C=CC=C2)CC(=O)N(C2=CC=C(C=C2)C2CCNCC2)CC2=CC(=CC(=C2)F)F 2-(benzotriazol-1-yl)-N-[(3,5-difluorophenyl)methyl]-N-[4-(4-piperidyl)phenyl]acetamide